tert-butyl 7-(1-((7-methoxy-2-methyl-2H-pyrazolo[3,4-c]pyridin-5-yl)carbamoyl)-2,3-dihydro-1H-pyrrolo[2,3-b]pyridin-4-yl)-4,7-diazaspiro[2.5]octane-4-carboxylate 2,2,2-trifluoroacetate FC(C(=O)O)(F)F.COC1=NC(=CC=2C1=NN(C2)C)NC(=O)N2CCC=1C2=NC=CC1N1CCN(C2(CC2)C1)C(=O)OC(C)(C)C